CC1=C(C(=O)P(=O)O)C(=CC(=C1)C)C.C1(=CC=CC=C1)[Li] phenyllithium (2,4,6-trimethylbenzoyl)hypophosphite